tert-Butyl 3-(4-((3-chloro-2-fluorophenyl)amino)-7-methoxyquinazolin-6-yl)piperidine-1-carboxylate ClC=1C(=C(C=CC1)NC1=NC=NC2=CC(=C(C=C12)C1CN(CCC1)C(=O)OC(C)(C)C)OC)F